2-(triethoxysilyl)ethyl-succinic anhydride C(C)O[Si](CCC1C(=O)OC(C1)=O)(OCC)OCC